6,6-dideutero-4-[(4-methoxyphenyl)methyl]-1,4-oxaazepane [2H]C1(CN(CCOC1)CC1=CC=C(C=C1)OC)[2H]